(3-((4-((1-(2-methoxyethyl)-1H-1,2,3-triazol-4-yl) methoxy)benzyl) amino)propyl)carbamate COCCN1N=NC(=C1)COC1=CC=C(CNCCCNC([O-])=O)C=C1